CC(CC(C)(C)C)(C)C1=CC=C(C=C1)O 4-(1,1,3,3-tetramethylbutyl)phenol